F[C@H]1CN(C[C@@H]1F)C1=NC=CC(=N1)N1CC2=C(N=CC(=C2C=C1)C(C)C)N1CC(C1)CS(=O)(=O)C N-{2-[(3S,4S)-3,4-difluoro-pyrrolidin-1-yl]pyrimidin-4-yl}-8-[3-(methane-sulfonylmethyl)azetidin-1-yl]-5-(propan-2-yl)-2,7-naphthyridin